COC(/C(=C/OC)/OC1=C(C=CC(=C1)N1N=CC(=N1)C(C)C)C)=O (Z)-2-[5-(4-Isopropyltriazol-2-yl)-2-methyl-phenoxy]-3-methoxy-prop-2-enoic acid methyl ester